C(C)(C)C1=NC(=CC(=C1)N1N=CC=2C(=NC(=CC21)C=2C=NC=CC2OC)C)N2[C@@H]([C@H](C2)CS(=O)(=O)C)C 1-(2-Isopropyl-6-((2R,3S)-2-methyl-3-((methylsulfonyl)methyl)azetidin-1-yl)pyridin-4-yl)-6-(4-methoxypyridin-3-yl)-4-methyl-1H-pyrazolo[4,3-c]pyridine